(2-((4-(5-bromopyridin-3-yl)-1H-1,2,3-triazol-1-yl)methyl)imidazo[1,2-a]pyridine-6-yl)methanol BrC=1C=C(C=NC1)C=1N=NN(C1)CC=1N=C2N(C=C(C=C2)CO)C1